2-(hydroxymethyl)-3-methylbutyric acid OCC(C(=O)O)C(C)C